N-[2-(4-tert-butylphenyl)ethyl]-2-[1-[(4-methylphenyl)methyl]-5-oxopyrrolidin-2-yl]acetamide C(C)(C)(C)C1=CC=C(C=C1)CCNC(CC1N(C(CC1)=O)CC1=CC=C(C=C1)C)=O